NC(C(=O)O)CCP(=O)(OC)OO 2-amino-4-[hydroxy(methyl)phosphono]butanoic acid